C1(CC1)C1=NC(=CC(=C1)C1=C(C=C(C#N)C=C1)C1=NN=CN1C)N1C(C2=CC(=CC=C2C1)OC[C@@H]1OC1)=O 4-(2-Cyclopropyl-6-{6-[(2R)-oxiran-2-ylmethoxy]-1-oxo-3H-isoindol-2-yl}pyridin-4-yl)-3-(4-methyl-1,2,4-triazol-3-yl)benzonitrile